(S)-4-(3-amino-1-((isoquinolin-6-yl-1-d)amino)-1-oxopropan-2-yl)benzyl 2,4-bis(methyl-d3)benzoate dihydrochloride Cl.Cl.C(C1=C(C(=O)OCC2=CC=C(C=C2)[C@H](C(=O)NC=2C=C3C=CN=C(C3=CC2)[2H])CN)C=CC(=C1)C([2H])([2H])[2H])([2H])([2H])[2H]